CC=1N=CSC1C=1N=CSC1 4'-Methyl-4,5'-bithiazole